C1(=CC=C(C=C1)C=1C(NC=C(C1)NC1=CC=CC=C1)=O)C1=CC=CC=C1 3-([1,1'-biphenyl]-4-yl)-5-(phenylamino)pyridin-2(1H)-one